ClC=1C(=NC(=NC1)N[C@H]1[C@@H](CN(CC1)C(=O)OC)O)C1=CC2=C(N=C3N2CCCN3C)C(=C1)F methyl (3R,4R)-4-((5-chloro-4-(9-fluoro-1-methyl-1,2,3,4-tetrahydrobenzo[4,5]imidazo[1,2-a]pyrimidin-7-yl)pyrimidin-2-yl)amino)-3-hydroxypiperidine-1-carboxylate